4-(2-{[3-(4-fluorophenyl)-5-methyl-1,2-oxazol-4-yl]methoxy}-5,6,7,8-tetrahydro-1,6-naphthyridine-6-carbonyl)-1-methylpyrrolidin-2-one FC1=CC=C(C=C1)C1=NOC(=C1COC1=NC=2CCN(CC2C=C1)C(=O)C1CC(N(C1)C)=O)C